tert-butyl 6-((5-(quinolin-6-yl) pyrrolo[2,1-f][1,2,4]triazin-2-yl) amino)-2-azaspiro[3.3]heptane-2-carboxylate N1=CC=CC2=CC(=CC=C12)C=1C=CN2N=C(N=CC21)NC2CC1(CN(C1)C(=O)OC(C)(C)C)C2